N-[1-{5-[2-({2-[(dimethylamino)methyl]pyrrolidin-1-yl}methyl)phenyl]thiophen-2-yl}ethyl]-6,7-dimethoxy-2-methylquinazolin-4-amine CN(C)CC1N(CCC1)CC1=C(C=CC=C1)C1=CC=C(S1)C(C)NC1=NC(=NC2=CC(=C(C=C12)OC)OC)C